FC1=C(CN2C=NN(C2=O)C2=CC(=C(OC3=C(N=C(S3)C(C(F)(F)F)NS(=O)C(C)(C)C)C)C=C2)F)C(=CC=C1)F N-(1-(5-(4-(4-(2,6-difluorobenzyl)-5-oxo-4,5-dihydro-1H-1,2,4-triazol-1-yl)-2-fluorophenoxy)-4-methylthiazol-2-yl)-2,2,2-trifluoroethyl)-2-methylpropane-2-sulfinamide